ClC1=CC=CC=2N1C(=C(N2)C)C(=O)O 5-chloro-2-methylimidazo[1,2-a]pyridine-3-carboxylic acid